4-((2,5-dimethyl-4,5-dihydropyrazolo[1,5-a]pyrido[3,4-e]pyrazin-6-yl-4,4-d2)amino)-N-(methyl-d3)pyridazine-3-carboxamide CC1=NN2C(C(N(C3=C2C=CN=C3NC3=C(N=NC=C3)C(=O)NC([2H])([2H])[2H])C)([2H])[2H])=C1